BrC1=CC=2N(C=C1)C(=NN2)C=O 7-bromo-[1,2,4]triazolo[4,3-a]pyridine-3-carbaldehyde